Benzyl N-[2-({[2-(1,2,3,5,6,7-hexahydro-s-indacen-4-yl)acetamido]sulfonyl}(1-methyl-1H-pyrazol-4-yl)amino)ethyl]carbamate C1CCC2=C(C=3CCCC3C=C12)CC(=O)NS(=O)(=O)N(CCNC(OCC1=CC=CC=C1)=O)C=1C=NN(C1)C